BrC=1C(=NC(=CC1)OC)CC(C)NC(OC(C)(C)C)=O tert-butyl N-[2-(3-bromo-6-methoxy-2-pyridyl)-1-methyl-ethyl]carbamate